Trans-4-(dimethylamino)-N-(6-(1-methyl-1H-pyrazol-4-yl)isoquinolin-3-yl)cyclohexane-1-carboxamide CN([C@@H]1CC[C@H](CC1)C(=O)NC=1N=CC2=CC=C(C=C2C1)C=1C=NN(C1)C)C